(E)-3-(2-cyanophenyl)-N-ethyl-N-(thiophen-2-ylmethyl)acrylamide C(#N)C1=C(C=CC=C1)/C=C/C(=O)N(CC=1SC=CC1)CC